CC(CCCCCCN1[C@@H](CC(C1)O)C(=O)OCCCCCCCC(=O)OC(CCCCCCCC)CCCCCCCC)(C(OCCCC(CCCCC)CCCCC)=O)C [8-(1-octylnonoxy)-8-oxo-octyl] (2S)-1-[7,7-dimethyl-8-oxo-8-(4-pentylnonoxy)octyl]-4-hydroxy-pyrrolidine-2-carboxylate